2-(4-aminophenyl)morpholine-4-carboxylic acid tert-butyl ester C(C)(C)(C)OC(=O)N1CC(OCC1)C1=CC=C(C=C1)N